tert-butyl N-[1-(3-hydroxypropyl)cyclopropyl]carbamate OCCCC1(CC1)NC(OC(C)(C)C)=O